CN(CC=CC(=O)N1CC(N(CC1)C1=CC=C(S1)CCNC(CCCCCNC(C1=CC=CC=C1)=O)=O)=O)C N-(6-((2-(5-(4-(4-(dimethylamino)but-2-enoyl)-2-oxopiperazin-1-yl)thiophen-2-yl)ethyl)amino)-6-oxohexyl)benzamide